BrCC1=NN=CN=C1 1-bromomethyl-3,5,2-triazine